2-((4-methoxyphenyl)sulfonyl)-1-(5-(5-(trifluoromethyl)-1,2,4-oxadiazol-3-yl)pyridin-2-yl)ethan-1-one COC1=CC=C(C=C1)S(=O)(=O)CC(=O)C1=NC=C(C=C1)C1=NOC(=N1)C(F)(F)F